methyl-2-methyl-3-furyl disulfide CC1=COC(=C1SSC2=C(OC=C2C)C)C